N1=C(C=CC=C1)N1CCC(CC1)C#N 1-(pyridin-2-yl)piperidine-4-carbonitrile